magnesium-calcium-manganese [Mn].[Ca].[Mg]